FC=1C=C(CNC(COC=2C=CC=C3C(=NN(C23)C)C2C(NC(CC2)=O)=O)=O)C=C(C1)F N-(3,5-difluorobenzyl)-2-((3-(2,6-dioxopiperidin-3-yl)-1-methyl-1H-indazol-7-yl)oxy)acetamide